O[C@H]1C(OC([C@@H]([C@H]1O)OC)(C)C)OC=1C=CC(=C(C1)C1=CC(=CC=C1)F)CCNC(C)=O N-(2-(5-(((3R,4S,5R)-3,4-dihydroxy-5-methoxy-6,6-dimethyltetra-hydro-2H-pyran-2-yl)oxy)-3'-fluoro-[1,1'-biphenyl]-2-yl)ethyl)-acetamide